(S)-3-((3,5-Dimethoxyphenoxy)methyl)-1-(pyrrolidin-3-yl)-1H-pyrazolo[3,4-d]pyrimidin-4-amine COC=1C=C(OCC2=NN(C3=NC=NC(=C32)N)[C@@H]3CNCC3)C=C(C1)OC